N1(CCC1)C(=O)N1[C@H]([C@H](C(C1)(F)F)NS(=O)(=O)CC)CC=1C(=C(C=CC1)C1=CC(=CC=C1)F)F N-{(2S,3R)-1-(azetidine-1-carbonyl)-2-[(2,3'-difluoro[1,1'-biphenyl]-3-yl)methyl]-4,4-difluoropyrrolidin-3-yl}ethanesulfonamide